(2S)-2-((2-((1-methoxy-3-methyl-1,3-dihydrobenzo[c][1,2]oxaborol-5-yl)amino)-5-(3-(pyridin-3-yl)-1,2,4-oxadiazol-5-yl)pyridin-4-yl)amino)-2-phenylethan-1-ol COB1OC(C2=C1C=CC(=C2)NC2=NC=C(C(=C2)N[C@H](CO)C2=CC=CC=C2)C2=NC(=NO2)C=2C=NC=CC2)C